ClC1=C(CN(S(=O)(=O)C)CC2=C(C=C(C=C2)OC)OC)C=C(C(=C1)N1N=C(C=2C=NC(=CC21)C=2C=NN1C2N=CC=C1)NC)OC N-(2-chloro-5-methoxy-4-(3-(methylamino)-6-(pyrazolo[1,5-a]pyrimidin-3-yl)-1H-pyrazolo[4,3-c]pyridin-1-yl)benzyl)-N-(2,4-dimethoxybenzyl)methane-sulfonamide